3,5-di-tert-butyl-4-hydroxyphenyl-propionic acid n-octadecyl ester C(CCCCCCCCCCCCCCCCC)OC(C(C)C1=CC(=C(C(=C1)C(C)(C)C)O)C(C)(C)C)=O